N-(2,6-diethylphenyl)-8-({4-[4-(dimethylamino)piperidin-1-yl]-2-methoxyphenyl}-amino)-1-methyl-4,5-dihydro-1H-pyrazolo[4,3-h]quinazoline-3-carboxamide C(C)C1=C(C(=CC=C1)CC)NC(=O)C1=NN(C2=C1CCC=1C=NC(=NC21)NC2=C(C=C(C=C2)N2CCC(CC2)N(C)C)OC)C